2-methyl-6-(4,4,5,5-tetramethyl-1,3,2-dioxaborolan-2-yl)-3,4-dihydropyrrolo[1,2-a]pyrazin-1(2H)-one CN1C(C=2N(CC1)C(=CC2)B2OC(C(O2)(C)C)(C)C)=O